dimethyl-(3-sulfobutyl)ammonium phosphate P(=O)([O-])([O-])[O-].C[NH+](CCC(C)S(=O)(=O)O)C.C[NH+](C)CCC(C)S(=O)(=O)O.C[NH+](C)CCC(C)S(=O)(=O)O